4-(2-chloro-7-methyl-8-oxo-7,8-dihydro-9H-purin-9-yl)-1-methylcyclohexane-1-carbonitrile ClC1=NC=C2N(C(N(C2=N1)C1CCC(CC1)(C#N)C)=O)C